C1(CCCC1)CC(=O)N[C@@H]1CCO[C@]12O[C@@H]([C@@H]([C@@H]([C@H]2O)N2N=NC(=C2)C2=CC(=C(C(=C2)F)F)F)O)CO 2-Cyclopentyl-N-((4R,5S,7R,8R,9S,10R)-8,10-dihydroxy-7-(hydroxymethyl)-9-(4-(3,4,5-trifluorophenyl)-1H-1,2,3-triazol-1-yl)-1,6-dioxaspiro[4.5]decan-4-yl)acetamide